4-methoxy-N-(phenylmethylene)-aniline COC1=CC=C(N=CC2=CC=CC=C2)C=C1